N-(4-fluoro-2-methanesulfonylphenyl)-2-(morpholin-4-yl)pyrimidine-5-carboxamide FC1=CC(=C(C=C1)NC(=O)C=1C=NC(=NC1)N1CCOCC1)S(=O)(=O)C